ClC=1C=CC(=C(C1)C1=CC(=CN=N1)NC1=CC=NC2=CC(=C(C=C12)C(=O)OC)OCCN1CCN(CC1)C)F methyl 4-{[6-(5-chloro-2-fluorophenyl)pyridazin-4-yl]-amino}-7-[2-(4-methyl-piperazin-1-yl)ethoxy]-quinoline-6-carboxylate